((1-(3-chlorobenzyl)-1H-1,2,3-triazol-4-yl)methyl)cinnamamide tert-butylperoxy-2-ethylhexanoat C(C)(C)(C)OOC(C(=O)O)(CCCC)CC.ClC=1C=C(CN2N=NC(=C2)CC(C(=O)N)=CC2=CC=CC=C2)C=CC1